rac-((2R,3S)-1-(3-(4-fluorophenyl)benzo[d]isoxazol-6-yl)-4,4-dimethyl-5-oxo-2-phenylpyrrolidin-3-yl)cyclopropanecarboxamide FC1=CC=C(C=C1)C1=NOC2=C1C=CC(=C2)N2[C@H]([C@@H](C(C2=O)(C)C)C2(CC2)C(=O)N)C2=CC=CC=C2 |r|